C(C)OCN(C(C=C)=O)COCCC N-ethoxymethyl-N-(propoxymethyl)acrylamide